(S)-3-(4-(7-chloro-3-methyl-2-oxo-2,3-dihydro-1H-benzo[d]imidazol-1-yl)phenyl)-2-(2-chloro-6-fluorobenzamido)propionic acid ClC1=CC=CC2=C1N(C(N2C)=O)C2=CC=C(C=C2)C[C@@H](C(=O)O)NC(C2=C(C=CC=C2F)Cl)=O